ClC=1C=CC2=C(C=3C(C(NC4(CC4)C2)=O)=CN(C(C3)=O)[C@@H](CC3CC3)C=3NC(=CN3)C3=CN(C(C=C3)=O)C)C1F |o1:20| (S*)-11-chloro-3-(2-cyclopropyl-1-(5-(1-methyl-6-oxo-1,6-dihydropyridin-3-yl)-1H-imidazol-2-yl)ethyl)-12-fluoro-3H-spiro[benzo[e]pyrido[3,4-c]azocine-7,1'-cyclopropan]-2,5(6H,8H)-dione